OC1C(=NC=C(C1=O)CCN1C(C=2C(C1=O)=CC(=CC2)C)=O)C N-(2-(3-hydroxy-2-methyl-4-oxopyridyl)ethyl)-4-methylphthalimide